C(\C=C\C(=O)O)(=O)O.C(C)OC([C@H](C)N[P@](=O)(OCC1=CC=CC=C1)COCCN1C2=NC(=NC(=C2N=C1)OC)N)=O |&1:15| (±)-(2S)-ethyl-2-((((2-(2-amino-6-methoxy-9H-purin-9-yl)-ethoxy)-methyl) (benzyloxy)-phosphoryl)-amino)-propionate monofumarate